C(C)(C)(C)C=1C=C(C=C(C1O)C(C)(C)C)CCC(=O)OCCCCCCOC(CCC1=CC(=C(C(=C1)C(C)(C)C)O)C(C)(C)C)=O 1,6-hexanediol-bis[3-(3,5-di-t-butyl-4-hydroxy phenyl)propionate]